tetracosyl-ammonium thiophosphate P(=S)([O-])([O-])[O-].C(CCCCCCCCCCCCCCCCCCCCCCC)[NH3+].C(CCCCCCCCCCCCCCCCCCCCCCC)[NH3+].C(CCCCCCCCCCCCCCCCCCCCCCC)[NH3+]